[Ti].[V] vanadium-titanium